CC1(NC(NC1)=O)C 4,4-dimethylimidazolidin-2-one